O[C@@H]1[C@H](CN(C1)C)NC(OCC1=CC=CC=C1)=O benzyl ((3S,4S)-4-hydroxy-1-methylpyrrolidin-3-yl)carbamate